(3-(4-(tert-butyl)phenyl)-1-hydroxyprop-2-yn-1-yl)phenol C(C)(C)(C)C1=CC=C(C=C1)C#CC(O)C1=C(C=CC=C1)O